ClC1=C(C=CC=C1)C1(CC1)C=1C(=C(C(=O)N)C=C(C1)OCCN(C)C)C (1-(2-Chlorophenyl)cyclopropyl)-5-(2-(dimethylamino)ethoxy)-2-methylbenzamide